C1(=CC=CC=2C(=CC=CC12)S(=O)(=O)O)S(=O)(=O)O.COCCN(CC[C@@H](C(=O)O)NC1=NC=NC2=CC=CC=C12)CCCCC1=NC=2NCCCC2C=C1 (S)-4-((2-methoxyethyl)(4-(5,6,7,8-tetrahydro-1,8-naphthyridin-2-yl)butyl)amino)-2-(quinazolin-4-ylamino)butanoic acid 1,5-naphthalenedisulfonate